[Pd+2].ClC(C(C)(C)P(C1=CC=C(C=C1)N(C)C)C(C)(C)C)Cl dichlorodi-tert-butyl-(4-dimethylaminophenyl)phosphine palladium (II)